(7R)-2-{2-[1-(Cyclopropylmethyl)-6-(1H-indazol-5-yl)-1H-pyrrolo[2,3-b]pyridin-2-yl]-3-methylpyrazolo[1,5-a]pyridine-6-carbonyl}-2-azabicyclo[2.2.1]heptan-7-amine C1(CC1)CN1C(=CC=2C1=NC(=CC2)C=2C=C1C=NNC1=CC2)C2=NN1C(C=CC(=C1)C(=O)N1C3CCC(C1)[C@H]3N)=C2C